4,4-diaminoxylene NC1(CC(=C(C=C1)C)C)N